C(#N)C1=C(C=CC(=C1)F)SC=1C=2N(C=C(C1)C=1C=NC(=CC1)N1C[C@H]([C@H](C1)O)O)N=CC2C#N 4-((2-cyano-4-fluorophenyl)thio)-6-(6-((3R,4S)-3,4-dihydroxypyrrolidin-1-yl)pyridin-3-yl)pyrazolo[1,5-a]pyridine-3-carbonitrile